C(#N)C=1C=C(C=CC1OC(C)C)C1=CN(C2=NC=CC(=C21)OC2=C(C=C(C=C2F)NC(=O)NCC2(COC2)C2=CC=CC=C2)F)COCC[Si](C)(C)C N-{4-[(3-{3-cyano-4-[(propan-2-yl)oxy]phenyl}-1-{[2-(trimethylsilyl)ethoxy]methyl}-1H-pyrrolo[2,3-b]pyridin-4-yl)oxy]-3,5-difluorophenyl}-N'-[(3-phenyloxetan-3-yl)methyl]urea